FC1=CC=C(C2=C1OCO2)C=2C=NC=1N(C2)C=C(N1)COC1=CC=CC=C1 6-(7-fluorobenzo[1,3]dioxolan-4-yl)-2-phenoxymethylimidazo[1,2-a]pyrimidine